(S)-7-(2-(1-(bromodifluoromethyl)-1H-pyrazol-4-yl)morpholino)-5-(4-chloro-2-fluorophenyl)-2,3-dimethylpyrido[4,3-d]pyrimidin-4(3H)-one BrC(N1N=CC(=C1)[C@@H]1OCCN(C1)C1=CC=2N=C(N(C(C2C(=N1)C1=C(C=C(C=C1)Cl)F)=O)C)C)(F)F